Toluene-4-thiosulfonic Acid, S-(4-chloro-benzyl) ester CC1=CC=C(C=C1)S(=O)(SCC1=CC=C(C=C1)Cl)=O